N-(6-((1H-pyrazol-1-yl)methyl)-5-ethyl-4-methoxybenzo[d]isoxazol-3-yl)-5-methoxy-1,1a,2,7b-tetrahydrocyclopropa[c]benzopyran-4-sulfonamide N1(N=CC=C1)CC1=CC2=C(C(=NO2)NS(=O)(=O)C2=C(C=CC=3C4C(COC32)C4)OC)C(=C1CC)OC